tert-butyl N-[(2R)-1-[(3-bromoquinolin-5-yl) oxy]propan-2-yl]carbamate BrC=1C=NC2=CC=CC(=C2C1)OC[C@@H](C)NC(OC(C)(C)C)=O